1,3,3,5-tetramethyl-8-[[(1R)-1-[3-(2-amino-1,1-difluoro-ethyl)-2-fluoro-phenyl]ethyl]amino]pyrrolo[2,3-g]phthalazin-2-one CN1C(C(C=2C1=CC=1C(=NN=C(C1C2)C)N[C@H](C)C2=C(C(=CC=C2)C(CN)(F)F)F)(C)C)=O